2-((R)-2,3-dihydroxypropoxy)-6-morpholinopyridin O[C@@H](COC1=NC(=CC=C1)N1CCOCC1)CO